CN1C(N(C2=NC=C(C=C21)C2=CC=C(C(=O)OC(C)(C)C)C=C2)C(C2=CC=CC=C2)(C2=CC=CC=C2)C2=CC=CC=C2)=O tert-butyl 4-(1-methyl-2-oxo-3-trityl-2,3-dihydro-1H-imidazo[4,5-b]pyridin-6-yl)benzoate